Cl.Cl.BrC1=CC=C(C=C1)C=1N=C2N(C=CC=C2)C1CN1CC2CCC(C1)N2 2-(4-bromophenyl)-3-(3,8-diazabicyclo[3.2.1]oct-3-ylmethyl)imidazo[1,2-a]pyridine dihydrochloride